C(C)(C)(C)OC(=O)N1C[C@@H](OCC1)C(=O)N1CCN(CC1)C1=NC=C(C=N1)C(F)(F)F (2R)-2-[4-[5-(trifluoromethyl)pyrimidin-2-yl]piperazine-1-carbonyl]morpholine-4-carboxylic acid tert-butyl ester